F[C@H]1C[C@@H](CN(C1)C1=NC=C(N=C1)C)NCC1=CC(=NC=C1)C (3S,5S)-5-fluoro-1-(5-methylpyrazin-2-yl)-N-[(2-methylpyridin-4-yl)methyl]piperidin-3-amine